(2-(4-Acryloylpiperazin-1-yl)-2-oxoethyl)-6-anilino-2-(3,4,5-trimethoxyanilino)pyrido[2,3-b]pyrazin-3(4H)-one C(C=C)(=O)N1CCN(CC1)C(CN1C2=C(N=C(C1=O)NC1=CC(=C(C(=C1)OC)OC)OC)C=CC(=N2)NC2=CC=CC=C2)=O